FS(=O)(=O)C1=CC=C(C(=O)OC[C@H]2CCC3[C@@]2(CCC2[C@]4(C=CC(NC4CCC23)=O)C)C)C=C1 ((4aR,6aS,7S)-4a,6a-dimethyl-2-oxo-2,4a,4b,5,6,6a,7,8,9,9a,9b,10,11,11a-tetradecahydro-1H-indeno[5,4-f]quinolin-7-yl)methyl 4-(fluorosulfonyl)benzoate